CC1=C(C2=C(N=CN=C2NC2(CC2)C)O1)C(=O)NCC1=NC=NC(=C1)C 6-methyl-4-[(1-methylcyclopropyl)amino]-N-[(6-methylpyrimidin-4-yl)methyl]furo[2,3-d]pyrimidine-5-carboxamide